OCC[C@H](C1=CC=CC=C1)NC(OC(C)(C)C)=O tert-Butyl [(1R)-3-hydroxy-1-phenylpropyl]carbamate